NC(C(=O)OCOC1=C2C(=CNC2=CC=C1)CCN(C)C)C(C)C ((3-(2-(dimethylamino)ethyl)-1H-indol-4-yl)oxy)methyl 2-amino-3-methylbutanoate